L-talitol C([C@H](O)[C@H](O)[C@H](O)[C@@H](O)CO)O